6-(5-{[3-(4-chlorophenyl)-3-hydroxypropyl]carbamoyl}-1-methyl-1H-pyrazol-3-yl)-N-methyl-1H-indazole-3-carboxamide ClC1=CC=C(C=C1)C(CCNC(=O)C1=CC(=NN1C)C1=CC=C2C(=NNC2=C1)C(=O)NC)O